4-MorpholineCarbaldehyde N1(CCOCC1)C=O